ClC=1C=C(C=CC1Cl)NC(OC1=CC=C(C=C1)C1=CC=CC=C1)=O [1,1'-biphenyl]-4-yl (3,4-dichlorophenyl)carbamate